Bis(phenyl)propan C1(=CC=CC=C1)C(C)(C)C1=CC=CC=C1